BrC=1C(=C2C(=NC1)NC(C21CCC1)=O)C 5'-bromo-4'-methylspiro[cyclobutane-1,3'-pyrrolo[2,3-b]pyridine]-2'(1'H)-one